methyl 2-((1-(3-ethyl-6-methyl-2-morpholino-4-oxo-3,4-dihydroquinazolin-8-yl)ethyl)amino)benzoate C(C)N1C(=NC2=C(C=C(C=C2C1=O)C)C(C)NC1=C(C(=O)OC)C=CC=C1)N1CCOCC1